(4-iodo-2-methylphenoxy)-butyl acetate C(C)(=O)OCCCCOC1=C(C=C(C=C1)I)C